N-(3-chloro-4-fluorophenyl)-7'-methyl-1-(2-oxo-2-((2,2,2-trifluoroethyl)amino)acetyl)-2'H,4'H,7'H-spiro[piperidine-4,3'-pyrrolo[3,4-b][1,4,5]oxathiazepine]-6'-carboxamide 1',1'-dioxide ClC=1C=C(C=CC1F)NC(=O)C=1N(C=C2C1OCC1(NS2(=O)=O)CCN(CC1)C(C(NCC(F)(F)F)=O)=O)C